C(C)NC(C(C)N1CCOCC1)=O N-ethyl-2-morpholinopropionamide